(2S,4S)-1-t-butoxycarbonyl-2-(difluoromethyl)-4-hydroxypyrrolidine C(C)(C)(C)OC(=O)N1[C@@H](C[C@@H](C1)O)C(F)F